5-iodo-7-(1-methylazetidin-3-yl)-7H-pyrrolo[2,3-d]pyrimidin-4-amine IC1=CN(C=2N=CN=C(C21)N)C2CN(C2)C